N-((4-bromo-1-tosyl-1H-pyrrol-2-yl)methylene)-2-methylpropan-2-sulfinamide BrC=1C=C(N(C1)S(=O)(=O)C1=CC=C(C)C=C1)C=NS(=O)C(C)(C)C